5-((1r,4r)-4-aminocyclohexyl)-7-(trifluoromethyl)-4,5-dihydro-2H-spiro[benzo[b][1,4]oxazepine-3,3'-piperidine]-2',6'-dione NC1CCC(CC1)N1C2=C(OCC3(C(NC(CC3)=O)=O)C1)C=CC(=C2)C(F)(F)F